C(C1=CC=CC=C1)N1N=CC(=C1)N1C(CN(CC1)C(=O)OC(C)(C)C)=O tert-butyl 4-(1-benzylpyrazol-4-yl)-3-oxo-piperazine-1-carboxylate